C1(CCC1)CNCC=1NC2=CC(=CC=C2C1)CN1C(C2=CN=CC(=C2C=C1)N1CCC(CC1)C(C)(C)O)=O 2-[[2-[(cyclobutylmethylamino)methyl]-1H-indol-6-yl]methyl]-5-[4-(1-hydroxy-1-methyl-ethyl)-1-piperidyl]-2,7-naphthyridin-1-one